3-(imidazol-1-yl)-N-[(trans)-4-hydroxy-4-methylcyclohexyl]-5H,6H,7H-cyclopenta[c]pyridine-1-carboxamide N1(C=NC=C1)C1=CC2=C(C(=N1)C(=O)NC1CCC(CC1)(C)O)CCC2